rac-5-{2-[(2R,5S)-2-(3-Methoxyphenyl)-5-methylpiperidin-1-yl]-2-oxoacetamido}pyridine-3-carboxamide COC=1C=C(C=CC1)[C@@H]1N(C[C@H](CC1)C)C(C(=O)NC=1C=C(C=NC1)C(=O)N)=O |r|